N[C@H](C(=O)O)CC1=NOC(=N1)C (S)-2-amino-3-(5-methyl-1,2,4-oxadiazol-3-yl)propanoic acid